3-benzyloxy-1-(cyclobutylmethyl)-6-ethynyl-thieno[3,2-d]pyrimidine-2,4(1H,3H)-dione C(C1=CC=CC=C1)ON1C(N(C2=C(C1=O)SC(=C2)C#C)CC2CCC2)=O